N1N=CC2=CC=C(C=C12)C1=CN(CCS1)C1=C2N=CNC2=NC=N1 6-(1H-indazol-6-yl)-4-(9H-purin-6-yl)-3,4-dihydro-2H-1,4-thiazine